phosphorus fluoride iodonium salt [IH2+].P(F)(F)F